COC1=C(C=CC(=C1)OC)C=1N=C(SC1)[C@H](CC1=CC=C(C=C1)NS(O)(=O)=O)NC(C(C)(C)C)=O 4-((S)-2-(4-(2,4-Dimethoxyphenyl)thiazol-2-yl)-2-pivalamidoethyl)phenyl-sulfamic acid